2-fluoro-N-(4-phenethoxyphenyl)-5-(4,4,5,5-tetramethyl-1,3,2-dioxaborolan-2-yl)benzamide FC1=C(C(=O)NC2=CC=C(C=C2)OCCC2=CC=CC=C2)C=C(C=C1)B1OC(C(O1)(C)C)(C)C